tert-butyl (12aR)-9-bromo-10-chloro-8-(hydroxymethyl)-3,4,12,12a-tetrahydro-6H-pyrazino[2,1-c][1,4]benzoxazepine-2(1H)carboxylate BrC1=C(C2=C(CN3[C@@H](CO2)CN(CC3)C(=O)OC(C)(C)C)C=C1CO)Cl